C(CCCCCC(C)(C)C)(=O)OOC(CC(C)O)(C)C 3-Hydroxy-1,1-dimethylbutyl peroxyneodecanoate